(6-amino-5-(3-hydroxy-2,6-dimethylphenyl)-2,3-dimethyl-5H-pyrrolo[2,3-b]pyrazin-7-yl)(5,6-dihydroimidazo[1,2-a]pyrazin-7(8H)-yl)methanone NC1=C(C=2C(=NC(=C(N2)C)C)N1C1=C(C(=CC=C1C)O)C)C(=O)N1CC=2N(CC1)C=CN2